cobalt(III) porphyrin C12=CC=C(N1)C=C1C=CC(=N1)C=C1C=CC(N1)=CC=1C=CC(N1)=C2.[Co+3]